NC1=C(C=CC(=N1)N1CC(C1)O)[N+](=O)[O-] 1-(6-amino-5-nitropyridin-2-yl)azetidin-3-ol